C1(=CC=CC=C1)C1=C(C=CC(=C1)C1=CC=C(C=C1)N)C1=CC=CC=C1 (2'-phenyl-[1,1':4',1'']terphenyl-4''-yl)-amine